2-hydroxyethane-sulfonamide OCCS(=O)(=O)N